C(C)(C)C1=CC(=NC(=N1)N(CCC)C(C)C)C(=O)NC1=CC=C(C(=O)O)C=C1 4-(6-Isopropyl-2-(isopropyl(propyl)amino)pyrimidine-4-carboxamido)benzoic acid